(1S,2R)-2-((S)-5-Chloro-8-((5-(difluoromethyl)-1-isopropyl-1H-1,2,3-triazol-4-yl)methoxy)-1-((2-oxopyrrolidin-1-yl)methyl)-1,2,3,4-tetrahydroisochinolin-2-carbonyl)-1-methylcyclohexan ClC1=C2CCN([C@@H](C2=C(C=C1)OCC=1N=NN(C1C(F)F)C(C)C)CN1C(CCC1)=O)C(=O)[C@H]1[C@H](CCCC1)C